ClC1=NN(C(=C1CO)C1CC1)CC (3-chloro-5-(cyclopropyl)-1-ethyl-1H-pyrazol-4-yl)methanol